FC(COC1=C(C=C(C(=N1)OC)NS(=O)(=O)C1=CNC2=NC(=CC=C21)C(F)F)F)F N-[6-(2,2-difluoroethoxy)-5-fluoro-2-methoxypyridin-3-yl]-6-(difluoromethyl)-1H-pyrrolo[2,3-b]pyridine-3-sulfonamide